tert-butyl (1S,4S)-5-[8-(3-chloro-2-fluoro-anilino)-7-cyano-1,5-naphthyridin-2-yl]-2,5-diazabicyclo[2.2.1]heptane-2-carboxylate ClC=1C(=C(NC=2C(=CN=C3C=CC(=NC23)N2[C@@H]3CN([C@H](C2)C3)C(=O)OC(C)(C)C)C#N)C=CC1)F